BrC1=C(N[N+]#N)C(=CC(=C1)Br)[N+](=O)[O-] 2,4-dibromo-6-nitroanilinediazonium